(2R,4R)-1-(3-chloro-2-fluorobenzyl)-4-((3-fluoro-4-(1-methyl-1H-imidazol-2-yl)-6-((5-methyl-1H-pyrazol-3-yl)amino)pyridin-2-yl)methyl)-2-methylpiperidine-4-carboxylic acid ClC=1C(=C(CN2[C@@H](C[C@@](CC2)(C(=O)O)CC2=NC(=CC(=C2F)C=2N(C=CN2)C)NC2=NNC(=C2)C)C)C=CC1)F